C(C=1C(C(=O)OCCCC(=C)C)=CC=CC1)(=O)OCCCC(=C)C di(4-methyl-4-pentenyl) phthalate